FC=1C=C2C=NC(=NC2=CC1C1=C(C2=C(OCCN2)N=C1)C)NC1=CC=C(C=C1)C1(CCC1)C(=O)NC 1-(4-{[6-fluoro-7-(8-methyl-2,3-dihydro-1H-pyrido[2,3-b][1,4]oxazin-7-yl)quinazolin-2-yl]amino}phenyl)-N-methylcyclobutane-1-carboxamide